4-(2-(6-(difluoromethyl)imidazo[1,2-a]pyrazin-3-yl)pyrimidin-4-yl)-1,4-oxaazepan-6-carboxamide FC(C=1N=CC=2N(C1)C(=CN2)C2=NC=CC(=N2)N2CCOCC(C2)C(=O)N)F